N-(azetidin-3-ylmethyl)-3-(trifluoromethyl)benzenesulfonamide N1CC(C1)CNS(=O)(=O)C1=CC(=CC=C1)C(F)(F)F